CC1=C(CC(CC1)C=O)C Dimethylcyclohex-3-en-1-carbaldehyd